4-[3-[(3R,9aS)-3-(3-chloro-4-fluoro-phenyl)-3-hydroxy-1,4,6,7,9,9a-hexahydropyrazino[2,1-c][1,4]oxazine-8-carbonyl]-2-chloro-phenyl]-1H-pyrrole-2-carbonitrile ClC=1C=C(C=CC1F)[C@@]1(CN2[C@H](CO1)CN(CC2)C(=O)C=2C(=C(C=CC2)C=2C=C(NC2)C#N)Cl)O